C(C=C)#N propenenitrile